C(C1=CC=CC=C1)OC(=O)N1CCN(CC1)C1=C(C=C2C3=C(NC2=C1)N=CNC3=O)OC 4-(6-methoxy-4-oxo-4,9-dihydro-3H-pyrimido[4,5-b]indol-7-yl)piperazine-1-carboxylic acid benzyl ester